(R)-N-(2-(2-((1-methyl-1H-pyrazol-4-yl)amino)pyrimidin-4-yl)-6,7,8,9-tetrahydro-5H-benzo[7]annulen-5-yl)-5-(1-methylcyclopropyl)-1,3,4-oxadiazole-2-carboxamide CN1N=CC(=C1)NC1=NC=CC(=N1)C=1C=CC2=C(CCCC[C@H]2NC(=O)C=2OC(=NN2)C2(CC2)C)C1